4-[2-[4-[5-isopropyl-3-[4-(trifluoromethoxy)phenoxy]pyrazol-1-yl]-1-piperidyl]ethyl]morpholine C(C)(C)C1=CC(=NN1C1CCN(CC1)CCN1CCOCC1)OC1=CC=C(C=C1)OC(F)(F)F